2-[2-[2-[2-[2,3-bis[6-(2-hexyldecanoyloxy) hexoxy] propoxy] ethoxy]ethoxy] ethoxy]ethyl-1,4-dimethylpiperidine-4-carboxylate C(CCCCC)C(C(=O)OCCCCCCOC(COCCOCCOCCOCCOC(=O)C1(CCN(CC1)C)C)COCCCCCCOC(C(CCCCCCCC)CCCCCC)=O)CCCCCCCC